OC(C(=O)C1=CC=C(C=C1)OC1=CC=C(C=C1)C(C(C)(C)O)=O)(C)C 2-hydroxy-1-{4-[4-(2-hydroxy-2-methylpropionyl)phenoxy]Phenyl}-2-methylpropan-1-one